C=1(C(=CC=CC1)C(=O)C1=C(NC=C1)CC(=O)O)C toluoyl-pyrroleacetic acid